2,3-dihydro-1H-pyrido[2,1-f][1,2,4]triazine-4,6-dione N1N2C(C(NC1)=O)=CC(C=C2)=O